OC1=C(C=CC=C1)C(CC(CCC1=C(C=CC=C1)O)C)C1=C(C=CC=C1)O 1,1,5-tris(hydroxyphenyl)-3-methylpentane